ClC=1C=C(C=C(C1)F)N1C=C(C=2CC(CCC12)(F)F)I 1-(3-chloro-5-fluorophenyl)-5,5-difluoro-3-iodo-4,5,6,7-tetrahydro-1H-indol